ICC1N(CCCC1)C1CCOCC1 (iodomethyl)-1-(tetrahydro-2H-pyran-4-yl)piperidine